C=1N=CN2C1C1=CC=CC=C1[C@@H]2[C@@H]2[C@@H](C1=CC=CC=C1CC2)O (1S,2R)-2-((S)-5H-imidazo[5,1-a]isoindol-5-yl)-1,2,3,4-tetrahydronaphthalen-1-ol